FC1(CCC(CC1)NC1=CC(=CC(=N1)C1=NC(=CC=C1)C)C#N)F 6-((4,4-difluorocyclohexyl)amino)-6'-methyl-[2,2'-bipyridine]-4-carbonitrile